bisphenyltrityl phosphite P(OC(C1=C(C(=CC=C1)C1=CC=CC=C1)C1=CC=CC=C1)(C1=CC=CC=C1)C1=CC=CC=C1)([O-])[O-]